[N+](=O)([O-])C1=CC=C(C=C1)B(O)O (4-nitrophenyl)boronic acid